C1=NC(=CC2=CC=CC=C12)N(C(=O)N1CCC(CC1)(C)C1=CC=NO1)[C@H]1CNCCC1 (R)-N-(isoquinolin-3-yl)-4-(isoxazol-5-yl)-4-methyl-N-(piperidin-3-yl)piperidine-1-carboxamide